(2S,4S)-4-azido-N-methyl-N-(2-(2-(2-(methylamino)ethoxy)ethoxy)ethyl)-1-((2-nitrophenyl)sulfonyl)pyrrolidine-2-carboxamide-TFA Salt OC(=O)C(F)(F)F.N(=[N+]=[N-])[C@H]1C[C@H](N(C1)S(=O)(=O)C1=C(C=CC=C1)[N+](=O)[O-])C(=O)N(CCOCCOCCNC)C